isopropyl (S)-6-diazo-2-((S)-2-methoxy-3-(1-methyl-1H-imidazol-4-yl)propanamido)-5-oxohexanoate [N+](=[N-])=CC(CC[C@@H](C(=O)OC(C)C)NC([C@H](CC=1N=CN(C1)C)OC)=O)=O